N-ethyl-2,4,6-trimethylpyridinium iodide [I-].C(C)[N+]1=C(C=C(C=C1C)C)C